CN(CC=CC(=O)NC=1C=C2C(=NC=NC2=CC1)NC1=C(C=C(C=C1)OC1=CC(=CC=C1)F)C(C)(C)O)C 4-(dimethylamino)-N-(4-((4-(3-fluorophenoxy)-2-(2-hydroxypropane-2-yl)phenyl)amino)quinazolin-6-yl)but-2-enamide